iso-octyl phosphate P(=O)(OCCCCCC(C)C)([O-])[O-]